FC1(C(C(C(C(C1(F)F)(F)F)(F)F)(F)F)(F)F)C(C(C(C(F)(F)F)(F)F)(F)F)(F)F perfluoro(butyl-cyclohexane)